(S)-4-amino-N-(2,2-difluoro-1-(4-(trifluoromethyl)phenyl)ethyl)-7-fluoro-N-methylimidazo[1,5-a]quinoxaline-8-carboxamide NC=1C=2N(C3=CC(=C(C=C3N1)F)C(=O)N(C)[C@H](C(F)F)C1=CC=C(C=C1)C(F)(F)F)C=NC2